C(C1=CC=CC=C1)OC(=O)NC(C(C(C(=O)OC(C)(C)C)Br)=O)C1CC(C1)(F)F tert-butyl 4-(((benzyloxy) carbonyl) amino)-2-bromo-4-(3,3-difluoro cyclobutyl)-3-oxobutanoate